C(C1=CC=CC=C1)(=O)N[C@H]1C[C@H](CCC1)NC(OC(C)(C)C)=O tert-butyl ((1S,3R)-3-benzamidocyclohexyl)carbamate